C(C)(C)(C)OC(=O)N1C(CC(C1)(O)CC)C(=O)O 1-tert-butoxycarbonyl-4-Ethyl-4-hydroxy-pyrrolidine-2-carboxylic acid